methylacrylic acid (methylacrylate) CC(C(=O)O)=C.CC(C(=O)O)=C